2-methyl-3-(methyldithio)furan CC=1OC=CC1SSC